CC=1OC=CC1SSCC1=CC=CO1 furfuryl 2-methyl-3-furyl disulfide